(1R,2S,3R)-3-(2-(Benzyloxy)ethyl)-2-((diethyl(phenyl)silyl)methyl)-2-methylcyclobutan-1-ol C(C1=CC=CC=C1)OCC[C@H]1[C@]([C@@H](C1)O)(C)C[Si](C1=CC=CC=C1)(CC)CC